NN1C(=C(C(C=C1)=O)OCC1=CC=CC=C1)C(=O)NCC1=CC(=CC=C1)F 1-amino-3-(benzyloxy)-N-(3-fluorobenzyl)-4-oxo-1,4-dihydropyridine-2-carboxamide